(S)-3-(benzyl-((R)-1-phenylethyl)amino)-3-(6-fluoro-2'-methylbiphenyl-3-yl)propanoic acid ethyl ester C(C)OC(C[C@@H](C=1C=C(C(=CC1)F)C1=C(C=CC=C1)C)N([C@H](C)C1=CC=CC=C1)CC1=CC=CC=C1)=O